CN1N=CC=C1C1=CC=C(C=C1)[C@H](C)N (S)-1-(4-(1-methyl-1H-pyrazol-5-yl)phenyl)ethan-1-amine